N'-(2,2,6,6-tetramethylpiperidinyl)-hexamethylenediamine CC1(N(C(CCC1)(C)C)NCCCCCCN)C